tert-butyl 4-((6-bromopyridin-2-yl)oxy)azepane-1-carboxylate BrC1=CC=CC(=N1)OC1CCN(CCC1)C(=O)OC(C)(C)C